The molecule is an acyl-CoA oxoanion that results from the removal of all five protons from the phosphate and carboxylic acid groups of (3S)-3-hydroxy-3-methylglutaryl-CoA. It is a carboxylic acid anion and an acyl-CoA oxoanion. It is a conjugate base of a (3S)-3-hydroxy-3-methylglutaryl-CoA. C[C@](CC(=O)[O-])(CC(=O)SCCNC(=O)CCNC(=O)[C@@H](C(C)(C)COP(=O)([O-])OP(=O)([O-])OC[C@@H]1[C@H]([C@H]([C@@H](O1)N2C=NC3=C(N=CN=C32)N)O)OP(=O)([O-])[O-])O)O